Aminolevulinic Acid Hydrochloride Cl.NCC(=O)CCC(=O)O